3-((7-(2-Cyclopropylpiperazine-1-carbonyl)-10-hydroxy-7-azaspiro[4.5]decan-10-yl)methyl)-6-phenylpyrimidin-4(3H)-one C1(CC1)C1N(CCNC1)C(=O)N1CC2(CCCC2)C(CC1)(O)CN1C=NC(=CC1=O)C1=CC=CC=C1